tert-butyl 4-[4-[1-(2,6-dioxo-3-piperidyl)-3-methyl-2-oxo-benzimidazol-4-yl]piperazin-1-yl]-3,3-difluoro-piperidine-1-carboxylate O=C1NC(CCC1N1C(N(C2=C1C=CC=C2N2CCN(CC2)C2C(CN(CC2)C(=O)OC(C)(C)C)(F)F)C)=O)=O